octanohydroxamic ACID C(CCCCCCC)(=O)NO